CN(C=N)C N,N-dimethyl-formamidine